C(C=C)(=O)N1[C@H](CN(C[C@H]1C)C1=NC(N2C3=C(C(=C(C=C13)C(F)(F)F)C1=CC=C(C=C1)F)SC[C@@H]2COCC)=O)C (S)-7-((3S,5R)-4-acryloyl-3,5-dimethylpiperazin-1-yl)-3-(ethoxymethyl)-10-(4-fluorophenyl)-9-(trifluoromethyl)-2H-[1,4]thiazino[2,3,4-ij]quinazolin-5(3H)-one